CS(=O)(=O)C1=CC=C(C=C1)C1=CC=C(C=C1)C=CC1=C(N=NN1)C(=O)O 5-(2-(4'-(methylsulfonyl)-[1,1'-biphenyl]-4-yl)vinyl)-1H-1,2,3-triazole-4-carboxylic acid